COP(OC)(=O)\C=C\[C@H]1O[C@H]([C@@H]([C@@H]1O[Si](C)(C)C(C)(C)C)SCC)N1C(N(C(C=C1)=O)C(C1=CC=CC=C1)=O)=O ((E)-2-((2R,3R,4R,5R)-5-(3-benzoyl-2,4-dioxo-3,4-dihydropyrimidin-1(2H)-yl)-3-((tert-butyldimethylsilyl)oxy)-4-(ethylthio)tetrahydrofuran-2-yl)vinyl)phosphonic acid dimethyl ester